S1C2=C(C=C1NC(=O)N[C@@H]1C(N(C[C@H]1C1=C(C=C(C=C1F)OC)F)C)=O)C=CC=C2 |o1:9,13| (-)-1-(benzo[b]thiophene-2-yl)-3-[(3S*,4R*)-4-(2,6-difluoro-4-methoxyphenyl)-1-methyl-2-oxopyrrolidin-3-yl]urea